FC(OC1=CC=CC=2C(N[C@H]3C=4N([C@@H](C21)C3)C3=C(N4)C=C(C(=C3)C=3C(=NC(=NC3)C(C)(C)O)C(F)(F)F)F)=O)F (7R,14R)-1-(difluoromethoxy)-10-fluoro-11-[2-(2-hydroxypropan-2-yl)-4-(trifluoromethyl)pyrimidin-5-yl]-6,7-dihydro-7,14-methanobenzimidazo[1,2-b][2,5]benzodiazocin-5(14H)-one